N-[4-fluoro-3-(trifluoromethyl)phenyl]-1,3,5-trimethyl-4-[2-[[1-methyl-1-(1H-pyrazol-3-yl)ethyl]amino]-2-oxo-acetyl]pyrrole-2-carboxamide FC1=C(C=C(C=C1)NC(=O)C=1N(C(=C(C1C)C(C(=O)NC(C)(C1=NNC=C1)C)=O)C)C)C(F)(F)F